propyl-(hydroxybenzyl)dipentoxysilane C(CC)[Si](OCCCCC)(OCCCCC)C(C1=CC=CC=C1)O